C(CC)OC1=C(C2=CC=CC=C2C=C1)B(O)O (2-PROPOXYNAPHTHALEN-1-YL)BORANEDIOL